N1=C(C=CC=C1)CN(CC1=NC=CC=C1)CC1=NC=CC=C1 tris(pyridine-2-ylmethyl)amine